1-(2-(1-methyl-1H-imidazo[1,2-b]pyrazole-7-carbonyl)-2-azaspiro[3.3]heptan-6-yl)-3-(5-(trifluoromethoxy)pyridin-3-yl)urea CN1C=CN2N=CC(=C21)C(=O)N2CC1(C2)CC(C1)NC(=O)NC=1C=NC=C(C1)OC(F)(F)F